C(C)(C)(C)OC(NCC(NCC#C)=O)=O N-[2-oxo-2-(prop-2-ynylamino)ethyl]carbamic acid tert-butyl ester